COC(C1CCN(CC1)C1=CC=C(C=C1)C=1C=2C(=C(SC2N2C(=NN=C2[C@@H](N1)CC(=O)OC(C)(C)C)C)C)C)OC tert-butyl 2-[(9S)-7-[4-[4-(dimethoxymethyl)-1-piperidyl] phenyl]-4,5,13-trimethyl-3-thia-1,8,11,12-tetrazatricyclo[8.3.0.02,6]trideca-2(6),4,7,10,12-pentaen-9-yl]acetate